4-oxo-3-(((((S)-5-oxopyrrolidin-2-yl)methyl)amino)methyl)-4H-pyrido[1,2-a]pyrimidin O=C1C(=CN=C2N1C=CC=C2)CNC[C@H]2NC(CC2)=O